C(C(C)C)OC1=C(C(C(CC1)(C)C)=O)CCC 3-isobutoxy-6,6-dimethyl-2-propylcyclohex-2-en-1-one